C(#N)C1=C(OC=2C=C3C(N(C=NC3=CC2)CC2(CCN(CC2)C(=O)OC(C)(C)C)F)=O)C(=CC=C1NS(N(C)CC)(=O)=O)F tert-butyl 4-[[6-[2-cyano-3-[[ethyl(methyl)sulfamoyl]amino]-6-fluoro-phenoxy]-4-oxo-quinazolin-3-yl]methyl]-4-fluoro-piperidine-1-carboxylate